(1S,2S)-2-((tert-butyldimethylsilyl)oxy)-N-((3-(trifluoromethyl)pyridin-2-yl)methyl)cyclohexan-1-amine [Si](C)(C)(C(C)(C)C)O[C@@H]1[C@H](CCCC1)NCC1=NC=CC=C1C(F)(F)F